[(2-METHOXYETHYL)(METHYL)AMINO]ACETIC ACID COCCN(C)CC(=O)O